FC1=C(OCC([C@H](C[C@H]2C(NCC2)=O)NC(OC(C)(C)C)=O)=O)C=CC(=C1)F tert-butyl {(2S)-4-(2,4-difluorophenoxy)-3-oxo-1-[(3S)-2-oxopyrrolidin-3-yl]butan-2-yl}carbamate